The molecule is a hydrate that is the tetrahydrate form of cadmium nitrate. It has a role as a carcinogenic agent, a genotoxin and a hepatotoxic agent. It is a hydrate, a cadmium salt and an inorganic nitrate salt. It contains a cadmium nitrate. [N+](=O)([O-])[O-].[N+](=O)([O-])[O-].O.O.O.O.[Cd+2]